[Si](C)(C)(C(C)(C)C)OCC12C=C(CC(C(C1[2H])[2H])(O2)CO[Si](C)(C)C(C)(C)C)C2=CC=C(C(=N2)Cl)N 6-[1,5-bis[[tert-butyl(dimethyl)silyl]oxymethyl]-6,7-dideuterio-8-oxabicyclo[3.2.1]oct-2-en-3-yl]-2-chloro-pyridin-3-amine